C(C=C)(=O)OC1C(=O)OCC1(C)C acryloyloxy-β,β-dimethyl-γ-butyrolactone